ClCCOP(=O)(OCCCl)OCCCl.ClC=1SC(=C(N1)C1=CC=C(C=C1)C(F)(F)F)SC(C)C 2-Chloro-5-(isopropylsulfanyl)-4-(4-(trifluoromethyl)phenyl)thiazole tris(2-chloroethyl)phosphate